C(C)(=O)NC1=C(C(=O)NC=2SC(=C(N2)C)[N+](=O)[O-])C=CC(=C1)NCCOCCN acetamido-4-((2-(2-aminoethoxy)ethyl)amino)-N-(4-methyl-5-nitrothiazol-2-yl)benzamide